(S)-2-((R)-2-(3-(2,5-dioxo-2,5-dihydro-1H-pyrrol-1-yl)propanamido)-4-methylpentanamido)-5-oxopentanoic acid tert-butyl ester C(C)(C)(C)OC([C@H](CCC=O)NC([C@@H](CC(C)C)NC(CCN1C(C=CC1=O)=O)=O)=O)=O